methyl 3,5-dimethoxybenzoate COC=1C=C(C(=O)OC)C=C(C1)OC